FC1=CC2=C(N=CN2)C=C1 5-fluorobenzimidazole